C(C)(C)N1C=NC2=C(C1=O)N=CC=C2 3-isopropylpyrido[3,2-d]pyrimidin-4-one